BrC=1C2=CN(N=C2C=CC1)CCCCCN1C(C2=CC=CC=C2C1=O)=O 2-[5-(4-bromoindazol-2-yl)pentyl]isoindoline-1,3-dione